[N+](=O)([O-])C1=CC=C(OP(=O)(OC2=CC=CC=C2)N[C@H](C(=O)OC2CCOCC2)C)C=C1 (2S)-tetrahydro-2H-pyran-4-yl 2-(((4-nitrophenoxy)(phenoxy)phosphoryl)amino)propanoate